4-{4-[(2,3-Dihydroxypropyl)carbamoyl]-1H-pyrazol-1-yl-2-oxo-2,3-dihydro-1H-1,3-benzodiazol-1-yl}-N-(4-iodophenyl)piperidine-1-carboxamide OC(CNC(=O)C=1C=NN(C1)N1C(N(C2=C1C=CC=C2)C2CCN(CC2)C(=O)NC2=CC=C(C=C2)I)=O)CO